N[C@H](CS)C(=O)N1CC(C1)OC=1C=2O[B-](CCC2C=CC1)(O)O 7-[(1-D-cysteinylazetidin-3-yl)oxy]-4,4-dihydroxy-5-oxa-4-boranuidabicyclo[4.4.0]deca-1(6),7,9-triene